C1=CC=CC=2C3=CC=CC=C3C(C12)COC(=O)N[C@H](C(=O)O)[C@@H](C(NC(C1=CC=CC=C1)(C1=CC=CC=C1)C1=CC=CC=C1)=O)O[Si](C)(C)C(C)(C)C (2S,3S)-2-((((9H-Fluoren-9-yl)methoxy)carbonyl)amino)-3-((tert-butyldimethylsilyl)oxy)-4-oxo-4-(tritylamino)butanoic acid